C(C)(C)(C)OC(=O)N1CCN(CC1)CCN1C(=C(C2=CC=C(C(=C12)C=1C(=NN(C1C)C)C)Cl)CCCOC1=CC(=C(C(=C1)C)Cl)C)C(=O)OC(C)(C)C tert-Butyl 1-(2-(4-(tert-butoxycarbonyl)piperazin-1-yl)ethyl)-6-chloro-3-(3-(4-chloro-3,5-dimethylphenoxy)propyl)-7-(1,3,5-trimethyl-1H-pyrazol-4-yl)-1H-indole-2-carboxylate